O1CCN(CC1)CCCNC1=NC(=C2C(=N1)N=C(C1=C2CCC1)C1=CC=CC=C1)N N3-(3-morpholinopropyl)-6-phenyl-8,9-dihydro-7H-cyclopenta[4,5]pyrido[2,3-d]pyrimidine-1,3-diamine